(5'S,7a'R)-1-[4-methyl-5-(1-methyl-1H-1,2,4-triazol-3-yl)pyrimidin-2-yl]-5'-phenyltetrahydro-3'H-spiro[piperidine-4,2'-pyrrolo[2,1-b][1,3]oxazol]-3'-one CC1=NC(=NC=C1C1=NN(C=N1)C)N1CCC2(C(N3[C@H](O2)CC[C@H]3C3=CC=CC=C3)=O)CC1